COC(C(C)(C)Br)=O α-bromo-isobutanoic acid methylester